methyl-3-(3-(2-nitrobenzamido)azetidin-1-yl)-2-(1H-pyrrol-1-yl)benzoic acid CC1=C(C(=C(C(=O)O)C=C1)N1C=CC=C1)N1CC(C1)NC(C1=C(C=CC=C1)[N+](=O)[O-])=O